N1(CCCC1)CCN1CCC(CC1)NC(OC(C)(C)C)=O tert-butyl N-[1-(2-pyrrolidin-1-ylethyl)-4-piperidyl]carbamate